C(C)C(CNCC1=CC(=CC=C1)CNCC(CCCC)CC)CCCC N,N'-bis(2-ethylhexyl)-1,3-bis(aminomethyl)benzene